COC(=O)C1(C(C2=C(C=CC(=C2C1)F)F)Cl)O 1-chloro-4,7-difluoro-2-hydroxy-indan-2-carboxylic acid methyl ester